N-(3-(1H-pyrazol-5-yl)phenyl)-3-(3-(piperidin-1-yl)propoxy)benzamide N1N=CC=C1C=1C=C(C=CC1)NC(C1=CC(=CC=C1)OCCCN1CCCCC1)=O